NC1=C2C(=NC=N1)N(N=C2C2=CC=C(C=C2)OC2=CC=CC=C2)C2CCN(CC2)CC2CN(C2)CC2CN(CC2)C=2C=C1C(N(C(C1=CC2)=O)C2C(NC(CC2)=O)=O)=O 5-(3-((3-((4-(4-amino-3-(4-phenoxyphenyl)-1H-pyrazolo[3,4-d]pyrimidin-1-yl)piperidin-1-yl)methyl)azetidin-1-yl)methyl)pyrrolidin-1-yl)-2-(2,6-dioxopiperidin-3-yl)isoindoline-1,3-dione